3-[2-(2-methylpyrazol-3-yl)-1-(p-tolylsulfonyl)pyrrolo[2,3-b]pyridin-5-yl]cyclopent-2-en-1-ol CN1N=CC=C1C1=CC=2C(=NC=C(C2)C2=CC(CC2)O)N1S(=O)(=O)C1=CC=C(C=C1)C